acetoxy-methylpinane C(C)(=O)OC1(C2(C(C(CC1)C2)(C)C)C)C